FC1=CC(=C(C=C1[N+](=O)[O-])NC1=CN(C2=CC=CC=C12)C(C)=O)OC 1-(3-((4-fluoro-2-methoxy-5-nitrophenyl)amino)-1H-indol-1-yl)ethan-1-one